C1=CC(=CC(=C1)F)OCC#N N,N,N,N-tetramethyl-o-(n-succinimidyl)uronium hexafluorophosphate